C12(CCCCCCCCCCC1)OC(C1=C(O2)C=CC=C1)=O 4H-spiro[benzo[d][1,3]dioxine-2,1'-cyclododecane]-4-one